N1=CC(=CC(=C1)CO)CO pyridine-3,5-diyl-dimethanol